3-METHYL-4-NITRO-BUTYRALDEHYDE CC(CC=O)C[N+](=O)[O-]